CC1(C2=CC=CC=C2C=2C=CC(=CC12)N(C1=C(C=CC=C1)C(C(=O)O)=C)C1=CC=2C(C3=CC=CC=C3C2C=C1)(C)C)C (2-(bis(9,9-dimethyl-9H-fluoren-2-yl)amino)phenyl)acrylic acid